N1CCC(CC1)C=1C=CC=2N(C1)N=CC2C#N 6-(piperidin-4-yl)pyrazolo[1,5-a]pyridin-3-carbonitrile